(diacetoxyiodo)benzene acetate C(C)(=O)O.C(C)(=O)OI(OC(C)=O)C1=CC=CC=C1